N2-Methyl-D-Arginine CN[C@H](CCCNC(N)=N)C(=O)O